COC1=NC(=NC(=C1)OC)NC1=C(C=CC=C1)C=1CCNCC1 4,6-dimethoxy-N-(2-(1,2,3,6-tetrahydropyridin-4-yl)phenyl)pyrimidin-2-amine